(1,2-dimethyl-1H-imidazol-4-yl)boronic acid CN1C(=NC(=C1)B(O)O)C